2-amino-6-(4-((dimethylamino)methyl)benzyl)pyridin NC1=NC(=CC=C1)CC1=CC=C(C=C1)CN(C)C